ClC1=C(N)C=CC=C1OC1=CC=2C=3N(C=NC2C=C1)C(CN3)CN(C)C 2-chloro-3-((3-((dimethylamino)methyl)-2,3-dihydroimidazo[1,2-c]quinazolin-9-yl)oxy)aniline